(3S)-3-(5-{[(3S,4S)-1-{[2-(1-acetylazetidin-3-yl)-8-fluoroquinazolin-6-yl]methyl}-4-(methoxymethyl)pyrrolidin-3-yl]oxy}-1-oxo-2,3-dihydro-1H-isoindol-2-yl)piperidine-2,6-dione C(C)(=O)N1CC(C1)C1=NC2=C(C=C(C=C2C=N1)CN1C[C@H]([C@@H](C1)COC)OC=1C=C2CN(C(C2=CC1)=O)[C@@H]1C(NC(CC1)=O)=O)F